C(C)N(CCOC1=CC(=CC=C1)I)CC N,N-diethyl-2-(3-iodophenoxy)ethane-1-amine